OC1=C(C=CC=C1)C=1SC[C@@H](N1)C=O (S)-2-(2-hydroxyphenyl)-4,5-dihydrothiazole-4-carbaldehyde